2-bromo-5-(2-(dimethylamino)ethoxy)isonicotinic acid BrC=1C=C(C(=O)O)C(=CN1)OCCN(C)C